C(#N)C1=CC=C(C=N1)C1=NC(=C2C(=N1)N(N=C2)C2=CC=C(C=C2)OC)NC(=O)C=2SC(=CC2)[N+](=O)[O-] N-(6-(6-cyanopyridin-3-yl)-1-(4-methoxyphenyl)-1H-pyrazolo[3,4-d]pyrimidin-4-yl)-5-nitrothiophene-2-carboxamide